8-(5-methylthiazol-2-yl)-4-(morpholin-2-ylmethyl)-3-oxo-N-((R)-1-(2-(triFluoromethyl)pyrimidin-5-yl)ethyl)-3,4-dihydro-2H-benzo[b][1,4]oxazine-6-carboxamide hydrochloride Cl.CC1=CN=C(S1)C1=CC(=CC2=C1OCC(N2CC2CNCCO2)=O)C(=O)N[C@H](C)C=2C=NC(=NC2)C(F)(F)F